tert-butyl 3-(((benzyloxy)carbonyl)(2-(((benzyloxy)carbonyl)((((di-tert-butoxyphosphoryl)oxy)methoxy)carbonyl)amino)ethyl)amino)propanoate C(C1=CC=CC=C1)OC(=O)N(CCC(=O)OC(C)(C)C)CCN(C(=O)OCOP(=O)(OC(C)(C)C)OC(C)(C)C)C(=O)OCC1=CC=CC=C1